N-(6-chloro-[2,4'-bipyridin]-5-yl)acetamide ClC1=C(C=CC(=N1)C1=CC=NC=C1)NC(C)=O